3-((tert-butyldimethylsilyl) oxy)-2,6,6,9-tetramethyl-6H-benzo[c]chromen-8-yl triflate O(S(=O)(=O)C(F)(F)F)C=1C(=CC2=C(C(OC3=CC(=C(C=C23)C)O[Si](C)(C)C(C)(C)C)(C)C)C1)C